CSC1=C(C(=C(C(=C1COC1=CC(=C(C=C1)OC)F)F)F)F)F methyl(2,3,4,5-tetrafluoro-6-((3-fluoro-4-methoxyphenoxy)methyl)phenyl)sulfane